2,1,3-Benzooxadiazole-5-carboxylic acid N=1ON=C2C1C=CC(=C2)C(=O)O